N1C=C(C2=CC=CC=C12)CC1N(CCC2=CC(=C(C=C12)OC)OC)C(=O)C1CCOCC1 (1-((1H-indol-3-yl)methyl)-6,7-dimethoxy-3,4-dihydro-isoquinolin-2(1H)-yl)(tetrahydro-2H-pyran-4-yl)-methanone